ClC1=CC(=C(C=C1)/C(/C#N)=C/C1=CC=CC=C1)F (Z)-2-(4-chloro-2-fluorophenyl)-3-phenylacrylonitrile